[2H]C([2H])([2H])B(O)O Methylboronic acid-d3